N-((2,6-dihydroxy-5'-methyl-4-pentyl-2'-(prop-1-en-2-yl)-[1,1'-biphenyl]-3-yl)methyl)-N-methylcyclohexanecarboxamide OC1=C(C(=CC(=C1CN(C(=O)C1CCCCC1)C)CCCCC)O)C1=C(C=CC(=C1)C)C(=C)C